(1-(naphthalen-1-yl)propa-1,2-dien-1-yl)diphenylphosphine oxide C1(=CC=CC2=CC=CC=C12)C(=C=C)P(C1=CC=CC=C1)(C1=CC=CC=C1)=O